BrC1=C(N=C(N1C)C1=CC=C(C=C1)[C@H](C)N1N=C(C=2C1=NC(=NC2)C=2C(=NC=NC2OC)C2CC2)OC)C(F)(F)F (S)-1-(1-(4-(5-bromo-1-methyl-4-(trifluoromethyl)-1H-imidazol-2-yl)phenyl)ethyl)-6-(4-cyclopropyl-6-methoxypyrimidin-5-yl)-3-methoxy-1H-pyrazolo[3,4-d]pyrimidine